N-(4-hydroxy-3-methoxybenzyl)8-nonenamide OC1=C(C=C(CNC(CCCCCCC=C)=O)C=C1)OC